1-methyl-4-(pyrimidin-2-yl)-1H-pyrazole-3-carboxylic acid CN1N=C(C(=C1)C1=NC=CC=N1)C(=O)O